N-(5-chloro-6-(2H-1,2,3-triazol-2-yl)pyridin-3-yl)-1-(2-(3-hydroxyazetidin-1-yl)-5-methylpyridin-4-yl)-5-(trifluoromethyl)-1H-pyrazole-4-carboxamide ClC=1C=C(C=NC1N1N=CC=N1)NC(=O)C=1C=NN(C1C(F)(F)F)C1=CC(=NC=C1C)N1CC(C1)O